oxo-1,8-diazaspiro[4.5]decane O=C1NC2(CC1)CCNCC2